CC1(OC[C@H](N1C(=O)OC(C)(C)C)[C@H](CC(C)C)CC=O)C tert-butyl (4R)-2,2-dimethyl-4-[(1R)-3-methyl-1-(2-oxoethyl)butyl]oxazolidine-3-carboxylate